3,4-dihydroxycrotonic acid O\C(=C/C(=O)O)\CO